FC1=CC=C(C(=C1C#N)OC)C(C)OC 6-Fluoro-2-methoxy-3-(1-methoxyethyl)benzonitrile